monochloropyrimidine ClC1=NC=CC=N1